NC([C@@H](NC(COCCOCCNC(COCCOCCNC([C@@H](NC(CCCCCCCCCCCCCCCCCCCCC(=O)O)=O)CCC(=O)O)=O)=O)=O)CS)=O (2R,23S)-1-amino-23-(2-carboxyethyl)-2-(mercaptomethyl)-1,4,13,22,25-pentaoxo-6,9,15,18-tetraoxa-3,12,21,24-tetraazahexatetracontan-46-oic acid